3-(7-((2-(5-chloro-1H-indol-3-yl)ethyl)amino)thiazolo[5,4-d]pyrimidin-5-yl)pyridin-2-ol ClC=1C=C2C(=CNC2=CC1)CCNC=1C2=C(N=C(N1)C=1C(=NC=CC1)O)SC=N2